tert-Butyl (4S)-5-amino-4-[4-[[3-(2-methoxyethylamino)-4-(morpholino-methyl)phenyl]methoxy]-1-oxo-isoindolin-2-yl]-5-oxo-pentanoate NC([C@H](CCC(=O)OC(C)(C)C)N1C(C2=CC=CC(=C2C1)OCC1=CC(=C(C=C1)CN1CCOCC1)NCCOC)=O)=O